2-[1-(piperidin-4-yl)azetidin-3-yl]propan-2-ol N1CCC(CC1)N1CC(C1)C(C)(C)O